benzo[d]oxazole-7-carboxamide O1C=NC2=C1C(=CC=C2)C(=O)N